FC=1C(C(=CN2C1C1=CC(=C(C=C1C[C@@H]2C(C)C)OCCCOC)OC)C(=O)O)=O (R)-1-fluoro-6-isopropyl-10-methoxy-9-(3-methoxypropoxy)-2-oxo-6,7-dihydro-2H-pyrido[2,1-a]isoquinoline-3-carboxylic acid